C(C)(C)(C)OC(=O)N1CCN(CC1)C1=C(C=C(C=C1)NC(C1=C(C=C(C=C1)Br)F)=O)F 4-[4-(4-bromo-2-fluoro-benzoylamino)-2-fluoro-phenyl]-piperazine-1-carboxylic acid tert-butyl ester